pentandialdehyde C(CCCC=O)=O